CCCOCCC 3-n-propyl ether